ClC=1N=NC(=C(N1)SC)CC1=CC=C(C=C1)F 3-chloro-6-(4-fluorobenzyl)-5-(methylthio)-1,2,4-triazine